tert-butyl ((5S)-8-chloro-1-[trans-4-(pyridin-2-yloxy)cyclohexyl]-5,6-dihydro-4H-[1,2,4]triazolo[4,3-a][1]benzazepin-5-yl)methylcarbamate ClC=1C=CC2=C(C[C@@H](CC=3N2C(=NN3)[C@@H]3CC[C@H](CC3)OC3=NC=CC=C3)CNC(OC(C)(C)C)=O)C1